11-([1,1':3',1''-terphenyl]-3-yl)naphtho[2,1-b]-triphenyleno[2,3-d]thiophene C1(=CC(=CC=C1)C1=CC2=CC=CC=C2C2=C1SC1=C2C=C2C=3C=CC=CC3C=3C=CC=CC3C2=C1)C1=CC(=CC=C1)C1=CC=CC=C1